C(CCCCCCC)(=O)N1C=NCC1 octanoyl-imidazoline